2'-chloro-6'-(pyrrolidin-3-yl)-2,3,5,6,6',7'-hexahydrospiro[pyran-4,5'-pyrrolo[3,4-b]pyridine] ClC1=CC=C2C(=N1)CN(C21CCOCC1)C1CNCC1